1-(3,5-Diisopropyl-[1,1'-biphenyl]-4-yl)-7-(menthyl-d3)-2-(phenanthro[3,2-b]benzofuran-11-yl)-1H-benzo[d]imidazole C(C)(C)C=1C=C(C=C(C1N1C(=NC2=C1C(=CC=C2)C2C(C(CCC2C(C)C)(C)[2H])([2H])[2H])C2=CC=CC=1C3=C(OC12)C=C1C2=CC=CC=C2C=CC1=C3)C(C)C)C3=CC=CC=C3